CC([C@@H](C(=O)O)N1N=NC(=C1)C(F)(F)F)(C)C (S)-3,3-dimethyl-2-(4-(trifluoromethyl)-1H-1,2,3-triazol-1-yl)butanoic acid